ClC=1C=C(C=CC1)C(C(OC(=O)N[C@H](C(=O)OC)CC1CCCCC1)C1=CC(=CC=C1)F)(C)C methyl (2S)-2-(((2-(3-chlorophenyl)-1-(3-fluorophenyl)-2-methylpropoxy)carbonyl)amino)-3-cyclohexylpropanoate